4-(4,5-dioxaborolan-2-yl)-1H-pyrazole B1C(COO1)C=1C=NNC1